N-(2-morpholinoethyl)benzamide O1CCN(CC1)CCNC(C1=CC=CC=C1)=O